5-[6-(4-amino-1-piperidyl)-3-pyridyl]-3-[3-[[ethyl(methyl)sulfamoyl]amino]-2,6-difluoro-benzoyl]-1H-pyrrolo[2,3-b]pyridine hydrochloride Cl.NC1CCN(CC1)C1=CC=C(C=N1)C=1C=C2C(=NC1)NC=C2C(C2=C(C(=CC=C2F)NS(N(C)CC)(=O)=O)F)=O